I.[Br-] bromide hydroiodide